3H-benzo[d]imidazol-4-amine N1=CNC2=C1C=CC=C2N